BrC1=CC=2N(C3=CC(=CC=C3C2C=C1)Br)CCCCCC 2,7-dibromo-9-hexylcarbazole